3-(benzyloxy)propionylhydrazine C(C1=CC=CC=C1)OCCC(=O)NN